((bis(thien-2-ylmethyl)amino)methyl)thiophene-2-carboxylic acid methyl ester COC(=O)C=1SC=CC1CN(CC=1SC=CC1)CC=1SC=CC1